(S)-3-((4-((2-(2-(2-((3,4-dimethoxybenzyl)amino)-2-oxoacetyl)pyrrolidin-1-yl)-2-oxoethyl)carbamoyl)quinolin-6-yl)oxy)-N,N,N-trimethylpropan-1-aminium iodide [I-].COC=1C=C(CNC(C(=O)[C@H]2N(CCC2)C(CNC(=O)C2=CC=NC3=CC=C(C=C23)OCCC[N+](C)(C)C)=O)=O)C=CC1OC